6,6,6-trifluorohexanoic acid FC(CCCCC(=O)O)(F)F